C(C)(=O)O[C@H](C[C@H](C(C)C)N(C)C(=O)OC(C)(C)C)C=1SC=C(N1)C(=O)N[C@H](C[C@@H](C(=O)OCC=C)C)CC1=CC=CC=C1 (2S,4R)-allyl 4-(2-((1R,3R)-1-acetoxy-3-((tert-butoxycarbonyl)(methyl)amino)-4-methylpentyl)thiazole-4-carboxamido)-2-methyl-5-phenylpentanoate